OC[C@]1(N2C[C@@H]([C@](C1=O)(CC2)C)C)COC (1S,2S,4R,5R)-2-(hydroxymethyl)-2-(methoxymethyl)-4,5-dimethylquinuclidin-3-one